[Eu].[Al].[Mg] magnesium aluminum europium salt